5-fluoro-N-[4'-(3-methoxy-3-methylbut-1-yn-1-yl)biphenyl-2-yl]-1,3-dimethyl-1H-pyrazol-4-carboxamide FC1=C(C(=NN1C)C)C(=O)NC1=C(C=CC=C1)C1=CC=C(C=C1)C#CC(C)(C)OC